(2R,4R)-N-(4-(tert-butyl)phenyl)-N-(2-((2,6-dichlorophenyl)amino)-2-oxo-1-(pyridin-3-yl)ethyl)-4-hydroxypyrrolidine-2-carboxamide C(C)(C)(C)C1=CC=C(C=C1)N(C(=O)[C@@H]1NC[C@@H](C1)O)C(C(=O)NC1=C(C=CC=C1Cl)Cl)C=1C=NC=CC1